ClC1=C(N=C(NC1=O)C1=CC=NC=C1)C1CCN(CC1)C(C1=C(C=CC=C1)I)=O 5-chloro-4-[1-(2-iodobenzoyl)-4-piperidinyl]-2-(4-pyridinyl)-1H-pyrimidin-6-one